CC=1N=C(SC1)[2H] 4-methylthiazole-2-d